Tert-butyl-diphenyl-[(1R)-3-(6-chloropyrazolo[3,4-d]pyrimidin-1-yl)-1-methyl-propoxy]silane C(C)(C)(C)[Si](O[C@@H](CCN1N=CC=2C1=NC(=NC2)Cl)C)(C2=CC=CC=C2)C2=CC=CC=C2